N=1C=NN2C1C=CC=C2C(OCCC(=O)N2CC1CCC(C2)N1C1=NC=C(C#N)C=C1)C1CC1 6-(3-(3-([1,2,4]triazolo[1,5-a]pyridin-5-yl(cyclopropyl)methoxy)propanoyl)-3,8-diazabicyclo[3.2.1]octan-8-yl)nicotinonitrile